5-(4-Fluorophenyl)-1-isopropyl-4-oxo-N-[4-[(6-piperazin-1-yl-1,7-naphthyridin-4-yl)oxy]phenyl]pyridine-3-carboxamide hydrochloride Cl.FC1=CC=C(C=C1)C=1C(C(=CN(C1)C(C)C)C(=O)NC1=CC=C(C=C1)OC1=CC=NC2=CN=C(C=C12)N1CCNCC1)=O